5-((5-Chloro-3-(2,2,2-trifluoroethoxy)pyridin-2-yl)oxy)-N-(3-methyl-1,1-dioxidothietan-3-yl)pyrazolo[1,5-a]pyridine-2-carboxamide ClC=1C=C(C(=NC1)OC1=CC=2N(C=C1)N=C(C2)C(=O)NC2(CS(C2)(=O)=O)C)OCC(F)(F)F